N-[(3R,4S)-1-(3,3-difluorocyclobutanecarbonyl)-4-fluoropyrrolidin-3-yl]-5-fluorobenzamide FC1(CC(C1)C(=O)N1C[C@H]([C@H](C1)F)NC(C1=CC=CC(=C1)F)=O)F